dimethyl-butanediol 2-(ethoxycarbonyl)vinyl-acetate C(C)OC(=O)C=CCC(=O)OC(C(CC)C)(O)C